tetrahydro-spiro[isobenzofuran-1,2'-pyran] O1C2(CCCC1)OCC1=CC=CC=C12